3-(cyclopropylmethoxy)-4-nitrobenzoic acid C1(CC1)COC=1C=C(C(=O)O)C=CC1[N+](=O)[O-]